methyl 2-methyl-4-oxo-2-(2-oxo-2-(p-tolyl) ethyl)-4-phenylbutyrate CC(C(=O)OC)(CC(C1=CC=CC=C1)=O)CC(C1=CC=C(C=C1)C)=O